tert-butyl 2-({2-carbamoyl-5-[(3R)-3-(3-methyl-2-oxoimidazolidin-1-yl)piperidin-1-yl]pyridin-3-yl}amino)-4H,6H,7H-pyrazolo[1,5-a]pyrazine-5-carboxylate C(N)(=O)C1=NC=C(C=C1NC1=NN2C(CN(CC2)C(=O)OC(C)(C)C)=C1)N1C[C@@H](CCC1)N1C(N(CC1)C)=O